C(CCCC([C@H](O)[C@@H](O)[C@H](O)CO)O)C([C@H](O)[C@@H](O)[C@H](O)CO)O 1,1'-butylene-bisxylitol